(4-(methylsulfonyl)morpholin-2-yl)methanamine CS(=O)(=O)N1CC(OCC1)CN